C(C)(C)(C)OC(=O)N1[C@H](CN([C@@H](C1)CN=[N+]=[N-])C(C1=CC=C(C=C1)F)C1=CC=C(C=C1)F)C (2S,5S)-5-(azidomethyl)-4-(bis(4-fluorophenyl)methyl)-2-methylpiperazine-1-carboxylic acid tert-butyl ester